OCCCNC(=O)C1=CC=C(C=C1)C1=C(N(C=C1)S(N)(=O)=O)C(=O)O 3-[4-(3-Hydroxypropyl-carbamoyl)phenyl]-1-sulfamoyl-pyrrole-2-carboxylic acid